C1(CC1)C(=O)NC1=CC=C(C=C1)B(O)O 4-(CYCLOPROPANECARBOXAMIDO)PHENYLBORONIC ACID